O=C1NC(CCC1NC1=CC=C(C=C1)C1CCN(CC1)C(CCC(=O)OC(C)(C)C)=O)=O tert-butyl 4-[4-[4-[(2,6-dioxo-3-piperidyl)amino]phenyl]-1-piperidyl]-4-oxo-butanoate